CN1N=CC(=C1)C1=CN=NC=C1 1-methyl-4-(pyridazine-4-yl)-1H-pyrazole